N=1C=NN2C1C=C(C=C2)OC2=C(C=C(C=C2)NC2=NC=NN1C2=C(C=C1)C1CN(C1)C(\C=C\CBr)=O)C (E)-1-(3-(4-((4-([1,2,4]triazolo[1,5-a]pyridin-7-yloxy)-3-methylphenyl)amino)pyrrolo[2,1-f][1,2,4]triazin-5-yl)azetidin-1-yl)-4-bromobut-2-en-1-one